OC[C@@H]1CC[C@@H](N1C)CO [(2R,5S)-5-(hydroxymethyl)-1-methyl-pyrrolidin-2-yl]methanol